(S)-((2r,6r)-6-methylmorpholin-2-yl)(pyridin-2-yl)methanol C[C@H]1O[C@H](CNC1)[C@@H](O)C1=NC=CC=C1